bis(ethylsulfanylmethylene)-3-oxo-N-phenylbutyramide C(C)SC=CC(C(C(=O)NC1=CC=CC=C1)=CSCC)=O